Ethyl (R)-2-(3,4-difluorophenoxy)propanoate FC=1C=C(O[C@@H](C(=O)OCC)C)C=CC1F